diphenyl-1,6-naphthalenedicarboxylic acid dimethyl ester COC(=O)C1=C(C(=CC2=CC(=CC=C12)C(=O)OC)C1=CC=CC=C1)C1=CC=CC=C1